tert-butyl 2,3,6,7-tetrahydro-1H-azepine-1-carboxylate N1(CCC=CCC1)C(=O)OC(C)(C)C